3-(4-((4-aminobutyl)((1r,4r)-4-(aminomethyl)cyclohexyl)amino)-1-oxoisoindolin-2-yl)piperidine-2,6-dione NCCCCN(C1=C2CN(C(C2=CC=C1)=O)C1C(NC(CC1)=O)=O)C1CCC(CC1)CN